FC(OC1=CC=C(C=C1)/C(=C/C1=C(C(=O)O)C=CN=C1)/C)(F)F (E)-3-(2-(4-(trifluoromethoxy)phenyl)prop-1-en-1-yl)isonicotinic acid